3-fluoropropyl-trimethoxysilane (S,E)-methyl-7-(1-(2-(2-ethylbutylamino)-2-oxoethyl)-2-oxo-1,2-dihydro-pyridin-3-ylamino)-6-(1-methyl-1H-imidazole-5-carboxamido)-7-oxohept-2-enoate COC(\C=C\CC[C@@H](C(=O)NC=1C(N(C=CC1)CC(=O)NCC(CC)CC)=O)NC(=O)C1=CN=CN1C)=O.FCCC[Si](OC)(OC)OC